FC(OC=1C=C(C=CC1)C1=CC(=CS1)C(=O)NC1=NC(=NS1)CC(C)O)F 5-(3-(difluoromethoxy)phenyl)-N-(3-(2-hydroxypropyl)-1,2,4-thiadiazol-5-yl)thiophene-3-carboxamide